Cl.NCCS(=O)(=O)NC1=NC=CC=N1 2-amino-N-(pyrimidin-2-yl)ethane-1-sulfonylamine hydrochloride